2-(Chloromethyl)-6-(3-(1,1-difluoroethyl)-4-fluorophenyl)pyrazine ClCC1=NC(=CN=C1)C1=CC(=C(C=C1)F)C(C)(F)F